ClC=1C(=NC(=NC1)NC1CCC(CC1)NCCCCCCCNC(OC(C)(C)C)=O)C=1C=NN(C1CC1CC1)C tert-butyl (7-(((1r,4r)-4-((5-chloro-4-(5-(cyclopropylmethyl)-1-methyl-1H-pyrazol-4-yl)pyrimidin-2-yl)amino)cyclohexyl)amino)heptyl)carbamate